C1(CC1)C[B-](F)(F)F.[K+] Potassium (cyclopropylmethyl)trifluoroborate